BrC(C(N1C=NC=C1)(F)F)(F)F 1-(2-bromotetrafluoroethyl)imidazole